1-cyclobutyl-3-methyl-1H-pyrrolo[2,3-b]pyridin-5-amine C1(CCC1)N1C=C(C=2C1=NC=C(C2)N)C